N-hydroxy-3-(4-morpholinophenyl)benzo[c]isoxazole-5-carboxamide ONC(=O)C1=CC=2C(=NOC2C2=CC=C(C=C2)N2CCOCC2)C=C1